ClC=1C=C(C=C(C1OC=1C=C2C(=CC(=NC2=CC1)C1=CC=C(C=C1)C(F)(F)F)C)Cl)N1N=C(C(NC1=O)=O)C#N 2-(3,5-dichloro-4-((2-(4-trifluoromethylphenyl)-4-methylquinolin-6-yl)oxy)phenyl)-3,5-dioxo-2,3,4,5-tetrahydro-1,2,4-triazine-6-carbonitrile